BrCC(OC)C=1C=C(C(N(C1C)C1=CC(=CC=C1)C(F)(F)F)=O)C(=O)NCC1=CC=C(C=C1)S(=O)(=O)C 5-(2-bromo-1-methoxyethyl)-6-methyl-N-[4-(methylsulfonyl)benzyl]-2-oxo-1-[3-(trifluoromethyl)phenyl]-1,2-dihydropyridine-3-carboxamide